COC(N([C@H](C(=O)NC=1C(N(C=CC1)CC=1SC2=C(N1)C=CC=C2COC2=C(C=C(C=C2)F)F)=O)CC\C=C\C(=O)N(C)C)C)=O Methyl-(S,E)-methyl-(1-((1-((7-((2,4-difluorophenoxy)-methyl)benzo[d]thiazol-2-yl)methyl)-2-oxo-1,2-dihydropyridin-3-yl)amino)-7-(dimethylamino)-1,7-dioxohept-5-en-2-yl)carbamat